CC1=CC=C(C=C1)S(=O)(=O)N1CC=2CN(CC2C1)S(=O)(=O)C1=CC=C(C)C=C1 2,5-Bis(p-toluenesulfonyl)-1,3,4,6-tetrahydropyrrolo[3,4-c]pyrrole